C(C)(C)(C)[Si](OCC[C@H](CC)NC=1C2=C(N=C(N1)NC(OC)=O)C=NN2CC2=C(C=C(C=C2)C#N)OC)(C2=CC=CC=C2)C2=CC=CC=C2 methyl (S)-(7-((1-((tert-butyldiphenyl-silyl)oxy)pentan-3-yl)amino)-1-(4-cyano-2-methoxybenzyl)-1H-pyrazolo[4,3-d]pyrimidin-5-yl)carbamate